[Si](C)(C)(C(C)(C)C)OCC=1C(=NC(=NC1C)SC)N1CCOCCC1 4-(5-(((tert-butyldimethylsilyl)oxy)methyl)-6-methyl-2-(methylthio)pyrimidin-4-yl)-1,4-oxazepane